O1CCN(CC1)C=1C2=C(N=C(N1)N/N=C/C=1C=C(C=CC1)C)SC(=N2)C(=O)NC2CCNCC2 7-morpholino-5-[(2E)-2-(m-tolylmethylene)hydrazino]-N-(4-piperidyl)thiazolo[5,4-d]pyrimidine-2-carboxamide